CC(CCCCCCCCCCCC)CCCCCCCCCCCCCCCC 13-Methylnonacosane